4''-(3-methyl-9H-carbazol-9-yl)-[1,1':2',1''-terphenyl] CC=1C=CC=2N(C3=CC=CC=C3C2C1)C1=CC=C(C=C1)C=1C(=CC=CC1)C1=CC=CC=C1